(S)-2-(3-((4-(3-((2-(1-hydroxyethyl)-1H-imidazol-1-yl)methyl)isoxazole-5-yl)phenyl)ethynyl)phenoxy)acetamide O[C@@H](C)C=1N(C=CN1)CC1=NOC(=C1)C1=CC=C(C=C1)C#CC=1C=C(OCC(=O)N)C=CC1